diethylamin C(C)NCC